(2S,5S)-2-(1,3-benzothiazol-5-yl)-5-methyl-piperidin-4-ol S1C=NC2=C1C=CC(=C2)[C@H]2NC[C@@H](C(C2)O)C